ClC=1C=C2C=C(/C(/OC2=CC1)=N/C1=C(C=C(C=C1)OC)OC)C(=O)NCC1OCCC1 (2Z)-6-chloro-2-[(2,4-dimethoxyphenyl)imino]-N-(tetrahydrofuran-2-ylmethyl)-2H-chromen-3-carboxamide